((1R,4R,6R)-3-oxa-7-azabicyclo[4.1.0]heptan-4-yl)((S)-1-(4-fluorophenyl)-3,4-dihydroisoquinolin-2(1H)-yl)methanone [C@@H]12CO[C@H](C[C@H]2N1)C(=O)N1[C@H](C2=CC=CC=C2CC1)C1=CC=C(C=C1)F